Butyl 7-chloro-4-formyl-5-methoxyindole-1-carboxylate ClC=1C=C(C(=C2C=CN(C12)C(=O)OCCCC)C=O)OC